OC=1C(=C(C=CC1)B(O)O)C 3-HYDROXY-2-METHYLPHENYLBORONIC ACID